3-{2-[(2-cyanoethyl)amino]-6-[6-formyl-1-oxo-4-(trifluoromethyl)-3H-isoindol-2-yl]pyridin-4-yl}-4-(4-methyl-1,2,4-triazol-3-yl)benzonitrile C(#N)CCNC1=NC(=CC(=C1)C=1C=C(C#N)C=CC1C1=NN=CN1C)N1C(C2=CC(=CC(=C2C1)C(F)(F)F)C=O)=O